1-(3-bromo-5-fluoro-4-methoxyphenyl)-3-(dimethylamino)prop-2-en-1-one BrC=1C=C(C=C(C1OC)F)C(C=CN(C)C)=O